CC=1C2=COC=C2C=CC1C1NCCNC1 4-methyl-5-(piperazin-2-yl)isobenzofuran